N-(7-(((tetrahydro-2H-pyran-4-yl)methyl)amino)thieno[3,2-b]pyridin-6-yl)pentanamide O1CCC(CC1)CNC1=C2C(=NC=C1NC(CCCC)=O)C=CS2